C(C1=CC=CC=C1)OCC1CCN(CC1)C=1C=C2C=CN(C(C2=CC1)=O)C1C(NC(CC1)=O)=O 3-(6-(4-(benzyloxymethyl)piperidin-1-yl)-1-oxoisoquinolin-2(1H)-yl)piperidine-2,6-dione